C1(CCCC1)CNS(=O)(=O)C1=C(C=CC(=C1)[N+](=O)[O-])F N-(cyclopentylmethyl)-2-fluoro-5-nitrobenzenesulfonamide